1-(3,4-Dihydroisoquinolin-2(1H)-yl)ethan-1-one C1N(CCC2=CC=CC=C12)C(C)=O